9,10-bis(isopropoxycarbonyl-tetradecyleneoxy)anthracene C(C)(C)OC(=O)CCCCCCCCCCCCCCOC=1C2=CC=CC=C2C(=C2C=CC=CC12)OCCCCCCCCCCCCCCC(=O)OC(C)C